F[Sb-](F)(F)(F)(F)F.C1(=CC=C(C=C1)[S+](C1=CC=C(C=C1)C)C1=C(C=CC=2SC3=CC=CC=C3C(C12)=O)C(C)C)C di(p-tolyl)sulfonio-2-isopropylthioxanthone hexafluoroantimonate